ClC=1C=CC(=C(C(=O)OC)C1)OC1=C(C=CC=C1)[N+](=O)[O-] Methyl 5-chloro-2-(2-nitrophenoxy)benzoate